C(O)(O)=O.CC1=C(C(=C(C(=C1O)C)C)C(C)(C)C1=CC=C(C=C1)O)C tetramethyl-bisphenol A carbonate